FC(C1=NN2C(N=C(C=C2NCC(C)(C2=CC=C(C=C2)F)C2CN(C2)C(=O)N)C(F)(F)F)=C1)(F)F 3-(1-((2,5-bis(trifluoromethyl)pyrazolo[1,5-a]pyrimidin-7-yl)amino)-2-(4-fluorophenyl)propan-2-yl)azetidine-1-carboxamide